C1(CC1)C1=C(C=C(C(=C1)I)C)N(C(C#CC)=O)C1=CC=C2C(=N1)C(N(C2)CC(C)(C)O)=O N-(2-cyclopropyl-4-iodo-5-methylphenyl)-N-[6-(2-hydroxy-2-methylpropyl)-7-oxo-5H-pyrrolo[3,4-b]pyridin-2-yl]but-2-ynamide